C(=O)(O)C(CC(=O)O)N[C@H](C(=O)O)CCC(=O)N[C@@H](CS)C(=O)NCC(=O)O (1,2-dicarboxyethyl)-glutathione